CS(=O)(=O)C=1C=CC(=NC1)C1=C(C2=C(N=C1)NC=C2)N[C@H]2CNCCC2 (R)-5-(5-(methylsulfonyl)pyridin-2-yl)-N-(piperidin-3-yl)-1H-pyrrolo[2,3-b]pyridin-4-amine